1-(2-bromoethoxy)-1-bromomethyl-cyclohexane BrCCOC1(CCCCC1)CBr